CN(C(C(=C)C)=O)CC(C)O N-methyl-N-(2-hydroxypropyl)methacrylamide